1-(4-(3-((5-cyano-4-(4-fluorophenyl) thiazol-2-yl) (methyl) amino)-2-ethylimidazo[1,2-a]pyrazin-6-yl) piperazin-1-yl) cyclopropane-1-carboxylate C1(CC1)C(=O)ON1CCN(CC1)C=1N=CC=2N(C1)C(=C(N2)CC)N(C)C=2SC(=C(N2)C2=CC=C(C=C2)F)C#N